2-propyltin CC(C)[Sn]